C(C)(=O)C1=NN(C2=C(C=C(C=C12)C1=NC=C(N=C1)CO)C)CC(=O)N1[C@@H]2C[C@@]2(C[C@H]1C(=O)NC1=NC(=C(C=C1C)F)Br)C (1R,3S,5R)-2-(2-(3-acetyl-5-(5-(hydroxymethyl)pyrazin-2-yl)-7-methyl-1H-indazol-1-yl)acetyl)-N-(6-bromo-5-fluoro-3-methylpyridin-2-yl)-5-methyl-2-azabicyclo[3.1.0]hexane-3-carboxamide